CC=1C(=C(C=2C(N1)=NON2)N)CC=2C=1N(C(=CC2)C(F)(F)F)C=NN1 5-Methyl-6-{[5-(trifluoromethyl)-[1,2,4]triazolo[4,3-a]pyridin-8-yl]methyl}[1,2,5]oxadiazolo[3,4-b]pyridin-7-amine